C(C1=CC=CC=C1)OC([C@H](C)OC(C(=C)C)=O)=O (S)-2-Methacryloyloxypropionic acid benzyl ester